N-(2,3-dihydro-1H-inden-1-yl)-4-(furo[3,2-c]pyridin-4-yl)benzamide C1(CCC2=CC=CC=C12)NC(C1=CC=C(C=C1)C1=NC=CC2=C1C=CO2)=O